2-(3,5-diethoxy-4-ethylsulfanylphenyl)ethylamine C(C)OC=1C=C(C=C(C1SCC)OCC)CCN